7-[(1R)-1-aminoethyl]-5-methyl-13-(2-pyridyl)-1,9,13,14-tetrazatetracyclo[8.7.0.03,8.011,15]heptadeca-3(8),4,6,9,11,14-hexaen-2-one N[C@H](C)C1=CC(=CC=2C(N3CCC4=NN(C=C4C3=NC12)C1=NC=CC=C1)=O)C